3-[(1R)-1-[2-(1,2-Benzothiazol-5-yl)-3,6-dimethyl-4-oxo-chromen-8-yl]ethoxy]-6-chloro-pyridine-2-carboxamide S1N=CC2=C1C=CC(=C2)C=2OC1=C(C=C(C=C1C(C2C)=O)C)[C@@H](C)OC=2C(=NC(=CC2)Cl)C(=O)N